6-methylamino-1,3-bis(4-methoxyphenyl)pyrimidine-2,4(1H,3H)-dione CNC1=CC(N(C(N1C1=CC=C(C=C1)OC)=O)C1=CC=C(C=C1)OC)=O